1,2-epoxy-1,4-butanediol C1(C(CCO)O1)O